tert-butyl (6S)-6-azido-2-azabicyclo[2.2.1]heptane-2-carboxylate N(=[N+]=[N-])[C@H]1CC2CN(C1C2)C(=O)OC(C)(C)C